dodecandioic acid dimethyl ester COC(CCCCCCCCCCC(=O)OC)=O